(7-([1,1'-biphenyl]-3-yloxy)-1-ethoxy-4-hydroxyisoquinoline-3-carbonyl)glycine C1(=CC(=CC=C1)OC1=CC=C2C(=C(N=C(C2=C1)OCC)C(=O)NCC(=O)O)O)C1=CC=CC=C1